biphenyl-3-carboxylic acid methyl ester COC(=O)C=1C=C(C=CC1)C1=CC=CC=C1